1-(4-aminophenyl)piperidine-4-carboxylic acid tert-butyl ester C(C)(C)(C)OC(=O)C1CCN(CC1)C1=CC=C(C=C1)N